ClC1=CC2=C(CCOC23CCN(CC3)CC=3C=NNC3)S1 2-chloro-1'-(1H-pyrazol-4-ylmethyl)spiro[6,7-dihydrothieno[3,2-c]pyran-4,4'-piperidine]